methyl (S)-5-amino-6-(((1R,3R)-3-(methoxycarbonyl)cyclohexyl)amino)-2-methyl-3,4-dihydroquinoline-1(2H)-carboxylate NC1=C2CC[C@@H](N(C2=CC=C1N[C@H]1C[C@@H](CCC1)C(=O)OC)C(=O)OC)C